COC1=C(OC=2C=C(N)C=C(C2)OC2=C(C=C(C=C2)N)OC)C=CC(=C1)N 3,5-bis(2-methoxy-4-aminophenoxy)aniline